(1R,4s)-4-(8-(2-chloro-4-cyano-6-fluorophenylamino)-2-((S)-1-hydroxypropan-2-ylamino)-9H-purin-9-yl)cyclohexanecarboxamide ClC1=C(C(=CC(=C1)C#N)F)NC=1N(C2=NC(=NC=C2N1)N[C@H](CO)C)C1CCC(CC1)C(=O)N